9-(3,3-dimethylbutyl)-4-propyl-1-oxa-4,9-diazaspiro[5.5]undecan-3-one CC(CCN1CCC2(CN(C(CO2)=O)CCC)CC1)(C)C